C(C)(C)(C)C1CCC(CC1)CO (4-(tert-butyl)cyclohexyl)methanol